Cl.C1=NC=CC2=C(C=CC=C12)B(O)O ISOQUINOLIN-5-YLBORONIC ACID HYDROCHLORIDE